C(C)OC1=C(C(=C(C=C1)C=1CCSC2=C(C1C1=CC=C(C=C1)O[C@@H]1CN(CC1)CCCF)C=CC(=C2)O)F)F 4-(4-ethoxy-2,3-difluoro-phenyl)-5-[4-[(3S)-1-(3-fluoropropyl)pyrrolidin-3-yl]oxyphenyl]-2,3-dihydro-1-benzothiepin-8-ol